8-fluoro-6-hydroxy-N-[(1-methyl-1H-pyrazol-5-yl)methyl]-7-(1,1,4-trioxo-1λ6,2,5-thiadiazolidin-2-yl)-3,4-dihydroisoquinoline-2(1H)-carboxamide FC=1C(=C(C=C2CCN(CC12)C(=O)NCC1=CC=NN1C)O)N1S(NC(C1)=O)(=O)=O